CC1=NOC(=C1C=1C=C(C=2N(C1)N=CC2C#N)C=2C=NC(=CC2)F)C 6-(3,5-dimethylisoxazol-4-yl)-4-(6-fluoro-3-pyridinyl)pyrazolo[1,5-a]pyridine-3-carbonitrile